4-(1-ethoxyvinyl)-2-fluoro-N,N-bis(4-methoxybenzyl)benzenesulfonamide [2-methoxymethyl-anilinio]methanesulfonate COCC1=C([NH2+]CS(=O)(=O)[O-])C=CC=C1.C(C)OC(=C)C1=CC(=C(C=C1)S(=O)(=O)N(CC1=CC=C(C=C1)OC)CC1=CC=C(C=C1)OC)F